4-bromo-6-(trifluoromethyl)-2H-phthalazin-1-one BrC1=NNC(C2=CC=C(C=C12)C(F)(F)F)=O